ClC1=C(C=CC(=C1)F)C=1CCCC2=C(C1C1=CC(=C(C=C1)CC1CN(C1)CCCF)F)C=CC=C2 8-(2-Chloro-4-fluorophenyl)-9-(3-fluoro-4-((1-(3-fluoropropyl)azetidin-3-yl)methyl)phenyl)-6,7-dihydro-5H-benzo[7]annulen